[Br-].ClC1=C(C=CC=C1)CN1N=C(C=C1C1=CC(=CC=C1)OC)C[P+](C1=CC=CC=C1)(C1=CC=CC=C1)C1=CC=CC=C1 ([1-[(2-Chlorophenyl)methyl]-5-(3-methoxyphenyl)-1H-pyrazol-3-yl]methyl)triphenylphosphonium bromide